6-(2-fluoro-6-methoxyphenyl)-N-(4-methoxypyridin-2-yl)-2-(1-methyl-1H-imidazol-2-yl)-5-phenylpyrrolo[2,1-f][1,2,4]triazin-4-amine FC1=C(C(=CC=C1)OC)C=1C(=C2C(=NC(=NN2C1)C=1N(C=CN1)C)NC1=NC=CC(=C1)OC)C1=CC=CC=C1